C1(CCCCC1)C(C1CCCCC1)NC1=NC(C(C1)C)C dicyclohexylmethyl-(4,5-dimethyl-4,5-dihydro-3H-pyrrol-2-yl)-amine